4-(3-amino-4-fluorobenzyl)piperazine-1-carboxylic acid tert-butyl ester C(C)(C)(C)OC(=O)N1CCN(CC1)CC1=CC(=C(C=C1)F)N